3-((2,5-dihydroxybenzylidene)amino)-coumarin OC1=C(C=NC=2C(OC3=CC=CC=C3C2)=O)C=C(C=C1)O